C12(CC(C1)C2)NS(=O)(=O)C=2C=C1C(NC(NC1=CC2)=O)=O N-{bicyclo[1.1.1]pent-1-yl}-2,4-dioxo-1,3-dihydroquinazolin-6-sulfonamide